di-(p-diazobenzoyl)-ethylenediamine [N+](=[N-])=C1CC=C(C(=O)NCCNC(C2=CCC(C=C2)=[N+]=[N-])=O)C=C1